3,5-Dimethylsulfanyl-2,6-diaminotoluene CSC=1C(=C(C)C(=C(C1)SC)N)N